tert-butyl (2-(6-((diethoxyphosphoryl)methyl)-1,2,4,5-tetrazin-3-yl)ethyl)carbamate C(C)OP(=O)(OCC)CC1=NN=C(N=N1)CCNC(OC(C)(C)C)=O